2-(2-(4-(Difluoromethyl)-1-(2-(trifluoromethyl)phenyl)-1H-pyrazol-5-yl)-7-azaspiro[3.5]nonan-7-yl)-4-fluorobenzo[d]thiazol FC(C=1C=NN(C1C1CC2(C1)CCN(CC2)C=2SC1=C(N2)C(=CC=C1)F)C1=C(C=CC=C1)C(F)(F)F)F